4-((4,6-dichloro-2,3-dihydro-1H-inden-1-yl)oxy)-2-methylene-4-oxobutanoic acid ClC1=C2CCC(C2=CC(=C1)Cl)OC(CC(C(=O)O)=C)=O